C1(CC1)C1=C(N(C=N1)COCC[Si](C)(C)C)C=1N=CN2C1C=NC(=C2)C=2C(=C(C=CC2F)NS(=O)(=O)C=2C(=NC=C(C2)F)OC)F N-[3-[1-(5-cyclopropyl-3-[[2-(trimethylsilyl)ethoxy]methyl]imidazol-4-yl)imidazo[1,5-a]pyrazin-6-yl]-2,4-difluorophenyl]-5-fluoro-2-methoxypyridine-3-sulfonamide